[Cl-].NC1=C[N+](=NO1)C(CC1=CC=CC=C1)C 5-amino-3-(1-phenylpropan-2-yl)-1,2,3-oxadiazole-3-ium chloride